N-[3-(6-chloro-1,3-benzothiazol-2-yl)-1-bicyclo[1.1.1]pentanyl]-5-(1-methylsulfonylethyl)-1-(2-trimethylsilylethoxymethyl)pyrazole-3-carboxamide ClC1=CC2=C(N=C(S2)C23CC(C2)(C3)NC(=O)C3=NN(C(=C3)C(C)S(=O)(=O)C)COCC[Si](C)(C)C)C=C1